N-butyl-6-[(2R,4S)-4-fluoro-2-[5-fluoro-2-(methylsulfanyl)phenyl]pyrrolidin-1-yl]imidazo[1,2-b]pyridazine-3-carboxamide C(CCC)NC(=O)C1=CN=C2N1N=C(C=C2)N2[C@H](C[C@@H](C2)F)C2=C(C=CC(=C2)F)SC